IC1=C(NC=2CCCC(C12)=O)C1=CC=NC2=C1N=C(N=C2)OC 3-iodo-2-[2-methoxypyrido[3,2-d]pyrimidin-8-yl]-1,5,6,7-tetrahydroindol-4-one